((4-((1H-pyrazol-1-yl)methyl)-2-chlorophenyl)(hydroxy)methyl)-2-((methoxy-d3)methyl)-2-Methyl-1,2,4,7-tetrahydro-3H-pyrrolo[3',2':5,6]pyrido[3,4-b]pyrazin-3-one N1(N=CC=C1)CC1=CC(=C(C=C1)C(O)N1C2=C(NC(C1(C)COC([2H])([2H])[2H])=O)C=NC1=C2C=CN1)Cl